FC=1C(=C(C=CC1F)C1CCN(CC1)C(=O)C1=NNC2=C1CN(CC2)CCOC)C(F)(F)F (4-(3,4-difluoro-2-(trifluoromethyl)phenyl)piperidin-1-yl)(5-(2-methoxyethyl)-4,5,6,7-tetrahydro-1H-pyrazolo[4,3-c]pyridin-3-yl)methanone